O=CCCCC 5-oxopentane